ethyl (3S)-3-(3,7-dimethyl-3H-[1,2,3]triazolo[4,5-b]pyridin-6-yl)-3-(7-{[(6S)-6-ethyl-2-hydroxy-5,6,7,9-tetrahydro-8H-pyrido[2,3-c]azepin-8-yl]methyl}-1-benzothiophen-5-yl)propanoate CN1N=NC=2C1=NC=C(C2C)[C@@H](CC(=O)OCC)C=2C=C(C1=C(C=CS1)C2)CN2CC1=C(C[C@@H](C2)CC)C=CC(=N1)O